7-bromo-3,3-Dichloroquinoline-2,4(1H,3H)-dione BrC1=CC=C2C(C(C(NC2=C1)=O)(Cl)Cl)=O